7-(difluoromethoxy)-1-(4-fluoro-2-methylphenyl)-3-(2-methyl-6-oxo-1,6-dihydropyridin-3-yl)-2,3-dihydropyrido[2,3-d]pyrimidin-4(1H)-one FC(OC=1C=CC2=C(N(CN(C2=O)C2=C(NC(C=C2)=O)C)C2=C(C=C(C=C2)F)C)N1)F